C(C1=CC=CC=C1)OC1=NC(=CC=C1N1C(N(C2=C1C=CC(=C2)C=2C(CN(CC2)C(=O)OC(C)(C)C)(F)F)C)=O)OCC2=CC=CC=C2 tert-butyl 4-[1-(2,6-dibenzyloxy-3-pyridyl)-3-methyl-2-oxo-benzimidazol-5-yl]-3,3-difluoro-2,6-dihydropyridine-1-carboxylate